BrC1=NC(=CC2=C1OCC(O2)CO)I (5-bromo-7-iodo-2,3-dihydro-[1,4]dioxino[2,3-c]pyridin-2-yl)methanol